tert-butyl N-[2-(3-fluoro-4-hydroxyphenyl)ethyl]-N-methylcarbamate FC=1C=C(C=CC1O)CCN(C(OC(C)(C)C)=O)C